C1(CCCC1)[C@@H](C(=O)N([C@@H](CC(=O)O)C(=O)N(C)C)C)N(C)C(=O)OCC1C2=CC=CC=C2C=2C=CC=CC12 (3S)-3-[[(2S)-2-cyclopentyl-2-[9H-fluoren-9-ylmethoxycarbonyl(methyl)amino]acetyl]-methyl-amino]-4-(dimethylamino)-4-oxo-butyric acid